C(C(O)CC(O)=S)(O)=S.C(C)C1(C=C(C(N(C1C)C1=CC(=CC=C1)C(F)(F)F)=O)C(=O)NCC1=CC=C(C=C1)S(=O)(=O)C)C(=O)NC(C)C 5-ethyl-N5-isopropyl-6-methyl-N3-[4-(methylsulfonyl)benzyl]-2-oxo-1-[3-(trifluoromethyl)phenyl]-1,2-dihydropyridine-3,5-dicarboxamide malothiate